COC=1C=C(C=CC1OCC1=C(C=CC=C1)C(F)(F)F)C1C2=C(NC(C1)=O)N(N=C2)C 4-(3-Methoxy-4-{[2-(trifluoromethyl)phenyl]methoxy}phenyl)-1-methyl-1H,4H,5H,6H,7H-pyrazolo[3,4-b]pyridin-6-one